COC(C1=C(C(=CC(=C1)NC1=NC=C(C(=N1)N[C@H]1[C@@H](CCCC1)C#N)C)C)B1OC(CO1)(C)C)=O 5-((4-(((trans)-2-cyanocyclohexyl)amino)-5-methylpyrimidin-2-yl)amino)-2-(5,5-dimethyl-1,3,2-dioxaborolan-2-yl)-3-methylbenzoic acid methyl ester